N-(4-(5-amino-2-methylphenyl)-6-(2-hydroxypropan-2-yl)-[2,4'-bipyridyl]-2'-yl)acetamide NC=1C=CC(=C(C1)C1=CC(=NC(=C1)C(C)(C)O)C1=CC(=NC=C1)NC(C)=O)C